[2-[4-[[5-(1-Methylcyclopropyl)-1H-pyrazol-3-yl]amino]pyrimidin-2-yl]-2-azabicyclo[2.2.1]heptan-4-yl]methanol CC1(CC1)C1=CC(=NN1)NC1=NC(=NC=C1)N1C2CCC(C1)(C2)CO